C(C)OC(=O)C1=C(C2=C(CC(C3=CN(N=C23)CC2=NC=C(C=C2)C)C)O1)C(F)(F)F 4-methyl-2-[(5-methylpyridin-2-yl)methyl]-8-(trifluoromethyl)-4,5-dihydro-2H-furo[2,3-g]indazole-7-carboxylic acid ethyl ester